FC1CNCCC1O 3-fluoro-piperidin-4-ol